CC1(OC[C@H](O1)CN1N=CC=C1)C (R)-1-((2,2-dimethyl-1,3-dioxolane-4-yl)methyl)-1H-pyrazole